((2S,4S)-4-hydroxy-6-oxotetrahydro-2H-pyran-2-yl)acetonitrile O[C@H]1C[C@@H](OC(C1)=O)CC#N